C=CCCCCCCCCCCCCCN methylenetetradecylamine